1,2,3-benzenetrisol C1(=C(C(=CC=C1)O)O)O